ClC=1C=CC(=C(C1)C1=CC(=C(N=N1)N1CC2(C1)COC(C2)=O)NC2=CC(=NC=C2)NC(CCN2CCN(CC2)C)=O)F N-(4-{[6-(5-chloro-2-fluorophenyl)-3-{7-oxo-6-oxa-2-azaspiro[3.4]octan-2-yl}pyridazin-4-yl]amino}pyridin-2-yl)-3-(4-methylpiperazin-1-yl)propanamide